C[C@]1(CC[C@@H](N1)[C@@H](O)C1=CC(=CC=C1)F)CC1CCC(CC1)OC (S)-[(2R,5S)-5-methyl-5-{[(1r,4S)-4-methoxycyclohexyl]methyl}-2-pyrrolidinyl](m-fluorophenyl)methanol